C(CC=C)C=1C2=CN(N=C2C=C(C1N)Cl)C 4-(but-3-en-1-yl)-6-chloro-2-methyl-2H-indazol-5-amine